CN1N=C(C=C1NC1=NC=C2C(=N1)N(C(N(C2)C=2C=C(C=CC2C)NC(C2=CC(=CC=C2)C(F)(F)F)=O)=O)C)C N-[3-[7-(2,5-Dimethyl-2H-pyrazol-3-ylamino)-1-methyl-2-oxo-1,4-dihydro-2H-pyrimido[4,5-d]pyrimidin-3-yl]-4-methylphenyl]-3-trifluoromethyl-benzamide